C(C)C1=NOC(=C1)C1=NN(C(=C1)N)C 3-(3-ethylisoxazol-5-yl)-1-methyl-1H-pyrazol-5-amine